C(#C)C=1C=CC(=NC1)C(=O)N(C1=NC=CC2=C1C(=CS2)C)[C@H]2CN(CCC2)C(=O)OC(C)(C)C tert-butyl (R)-3-(5-ethynyl-N-(3-methylthieno[3,2-c]pyridin-4-yl)picolinamido)piperidine-1-carboxylate